bis-(3,5-dibromophenyl)-phenylmethylsilane BrC=1C=C(C=C(C1)Br)[SiH](CC1=CC=CC=C1)C1=CC(=CC(=C1)Br)Br